4-cyano-1-methyl-N-(5-phenylthiazol-2-yl)piperazine-2-carboxamide C(#N)N1CC(N(CC1)C)C(=O)NC=1SC(=CN1)C1=CC=CC=C1